N-(3-(5-fluoropyridin-3-yl)propyl)-3'-iodo-4'-methoxy-[1,1'-biphenyl]-2-carboxamide FC=1C=C(C=NC1)CCCNC(=O)C=1C(=CC=CC1)C1=CC(=C(C=C1)OC)I